FC1(CN=C(OC1)NC1=CC(=C(OC2=C3C(=NC=C2)NC=C3C=3C=CC(=C(C#N)C3)OC(C)C)C(=C1)F)F)F 5-(4-{4-[(5,5-difluoro-5,6-dihydro-4H-1,3-oxazin-2-yl)amino]-2,6-difluorophenoxy}-1H-pyrrolo[2,3-b]pyridin-3-yl)-2-[(propan-2-yl)oxy]benzonitrile